(3'R)-4'-(4,4-difluorocyclohexen-1-yl)-2',2',3'-trifluoro-7'-(trifluoromethylsulfanyl)spiro[1,3-dioxolane-2,1'-indane] FC1(CC=C(CC1)C1=C2[C@H](C(C3(C2=C(C=C1)SC(F)(F)F)OCCO3)(F)F)F)F